5,6-difluoro-3-(1-methylpiperidin-3-yl)-1H-indole FC=1C=C2C(=CNC2=CC1F)C1CN(CCC1)C